tert-butyl 4-[4-(4-{1-[(tert-butoxy) carbonyl]-1,2,3,6-tetrahydropyridin-4-yl}benzamido)-2-methoxyphenyl]-1,2,3,6-tetrahydropyridine-1-carboxylate C(C)(C)(C)OC(=O)N1CCC(=CC1)C1=CC=C(C(=O)NC2=CC(=C(C=C2)C=2CCN(CC2)C(=O)OC(C)(C)C)OC)C=C1